CC1=C(C=CC=C1)NC1=CC(=NC=N1)N1CCC(CC1)N1CC2=CC=CC=C2CC1 trans-1-(6-((2-methylphenyl)amino)pyrimidin-4-yl)-4-(3,4-dihydroisoquinolin-2(1H)-yl)piperidin